OC1=C(C(=O)C2=CC=CC=C2)C=CC(=C1)OCCOC(C(=C)C)=O 2-hydroxy-4-methacryloxyethoxybenzophenone